C1(CC1)N1C=CC(C2=CC(=C(C=C12)N1CCN(CC1)C)F)=O 1-cyclopropyl-6-fluoro-7-(4-methylpiperazin-1-yl)-4-oxo-1,4-dihydroquinoline